[5-chloro-6-[[1-(trifluoromethyl)cyclopropyl]methoxy]-3-pyridyl]-[4-(5-methyloxazolo[4,5-b]pyridin-2-yl)piperazin-1-yl]methanone ClC=1C=C(C=NC1OCC1(CC1)C(F)(F)F)C(=O)N1CCN(CC1)C=1OC=2C(=NC(=CC2)C)N1